N-(pyridin-2-yl)trifluoroacetamide N1=C(C=CC=C1)NC(C(F)(F)F)=O